C(CCCCCCCCCC(C)C)(=O)N isotridecanamide